3-(7-((1-(5-methoxypicolinoyl)piperidin-4-yl)oxy)-1-methyl-1H-indazol-3-yl)-piperidine-2,6-dione COC=1C=CC(=NC1)C(=O)N1CCC(CC1)OC=1C=CC=C2C(=NN(C12)C)C1C(NC(CC1)=O)=O